ClC1=NC(=CC=C1S(=O)(=O)Cl)Cl 2,6-dichloropyridine-3-sulfonyl chloride